C(C)(C)(C)OC(=O)N([C@@H](C(=O)O)CC(C)C)C (2R)-2-[tert-butoxycarbonyl(methyl)amino]-4-methyl-pentanoic acid